CC1(NC(C2=CC=C(C=C12)NC1=NC=C(C=N1)C(=O)NN)=O)C 2-((3,3-dimethyl-1-oxoisoindol-5-yl)amino)pyrimidine-5-carbohydrazide